SCC(CN1C(N(C(N(C1=O)CC(CS)C)=O)CC(CS)C)=O)C 1,3,5-tris(3-mercapto-2-methylpropyl)-1,3,5-triazinane-2,4,6-trione